N-{3-[2-(4-chloro-3-fluorophenoxy)acetamido]bicyclo[1.1.1]pentan-1-yl}-2H-1,3-benzodioxole-4-carboxamide ClC1=C(C=C(OCC(=O)NC23CC(C2)(C3)NC(=O)C3=CC=CC=2OCOC23)C=C1)F